1-(4-bromo-2-chloro-phenyl)-3,3-dimethyl-butan-1-ol BrC1=CC(=C(C=C1)C(CC(C)(C)C)O)Cl